C(CCC)OC(C(=O)C1=CC=CC=C1)OCCCC 2,2-dibutoxyacetophenone